monohexadecylphosphate C(CCCCCCCCCCCCCCC)OP(=O)([O-])[O-]